FC=1C=C(C=C2C(=CC=NC12)N1C[C@@H](CCC1)NC(OC(C)(C)C)=O)C1=CNC2=NC=C(C=C21)C(NCC=2C=NC=CC2)=O tert-Butyl N-[(3R)-1-(8-fluoro-6-{5-[(pyridin-3-ylmethyl)carbamoyl]-1H-pyrrolo[2,3-b]pyridin-3-yl}quinolin-4-yl)piperidin-3-yl]carbamate